[2-(aminomethyl)-3,3-difluoro-allyl]-4-[3-methyl-5-(3-piperazin-1-ylphenyl)-2-pyridinyl]-1,2,4-triazol-3-one bistrifluoroacetate salt FC(C(=O)O)(F)F.FC(C(=O)O)(F)F.NCC(CC=1N(C(NN1)=O)C1=NC=C(C=C1C)C1=CC(=CC=C1)N1CCNCC1)=C(F)F